FC1=C(C=CC=C1F)N1CCC(CC1)NC1=C2C(=NC3=CC(=C(C=C13)OC)COCCN1CCCC1)CCCCC2 1-(2,3-difluorophenyl)-N-(2-methoxy-3-{[2-(pyrrolidin-1-yl)ethoxy]methyl}-6H,7H,8H,9H,10H-cyclohepta[b]quinolin-11-yl)piperidin-4-amine